(R)-1-(2-acetamidophenyl)-N-(1-(3-amino-5-(trifluoromethyl)phenyl)ethyl)-6-oxo-1,6-Dihydropyridazine-3-carboxamide C(C)(=O)NC1=C(C=CC=C1)N1N=C(C=CC1=O)C(=O)N[C@H](C)C1=CC(=CC(=C1)C(F)(F)F)N